trimethyl-(tetradecyl)ammonium hydroxide [OH-].C[N+](CCCCCCCCCCCCCC)(C)C